C1(CC1)OC1CN(C1)C1=CC(N(N=C1)CC=1C(=NOC1C)C=1C=NC(=CC1)C)=O 5-(3-Cyclopropoxyazetidin-1-yl)-2-((5-methyl-3-(6-methylpyridin-3-yl)isoxazol-4-yl)methyl)pyridazin-3(2H)-one